CN1N=C2N(C3=CC=C(C=C3C2=C1)C(=O)O)CC1CCC(CC1)C(F)(F)F 2-methyl-8-{[4-(trifluoromethyl)cyclohexyl]methyl}-2H,8H-pyrazolo[3,4-b]indole-5-carboxylic acid